1,4-Diethenylbenzol C(=C)C1=CC=C(C=C1)C=C